C(C1=CC=C(C=C1)OC)(=O)OC[C@@H]([C@@H](CO)O)O [(2S,3R)-2,3,4-trihydroxybutyl] anisate